N1,N2-di-tert-butylethane-1,2-diamine C(C)(C)(C)NCCNC(C)(C)C